6-methyl-2-[[4-[[3-[1-(3-methyl-2-nitro-imidazol-4-yl)ethoxy]-7-morpholino-1,6-naphthyridin-5-yl]oxy]cyclohexyl]amino]pyrimidine-4-carbonitrile CC1=CC(=NC(=N1)NC1CCC(CC1)OC1=C2C=C(C=NC2=CC(=N1)N1CCOCC1)OC(C)C=1N(C(=NC1)[N+](=O)[O-])C)C#N